allyl heptadecyl ether C(CCCCCCCCCCCCCCCC)OCC=C